ethyl 2-(7-methyl-1H-indazol-3-yl)-1,3-oxazole-4-carboxylate CC=1C=CC=C2C(=NNC12)C=1OC=C(N1)C(=O)OCC